nitrophenylazo-2-naphthalenol [N+](=O)([O-])C=1C(=C(C2=CC=CC=C2C1)N=NC1=CC=CC=C1)O